[Ag].[Au].[Ni] nickel-gold-silver